perfluoro-n-undecyl-sulfonic acid FC(C(C(C(C(C(C(C(C(C(C(F)(F)F)(F)F)(F)F)(F)F)(F)F)(F)F)(F)F)(F)F)(F)F)(F)F)(S(=O)(=O)O)F